C(C)(C)(C)OOC(CCCCCC(C)(C)C)=O tertiary butylperoxyneodecanoate